N-(5-(4-(2,6-diazaspiro[3.4]octane-6-yl)quinazolin-6-yl)-2-methoxypyridin-3-yl)-2,4-difluorobenzenesulfonamide trifluoroacetate FC(C(=O)O)(F)F.C1NCC12CN(CC2)C2=NC=NC1=CC=C(C=C21)C=2C=C(C(=NC2)OC)NS(=O)(=O)C2=C(C=C(C=C2)F)F